(R/S)-1-(3-(difluoromethyl)-2-methylphenyl)ethane-1-amine hydrochloride Cl.FC(C=1C(=C(C=CC1)[C@@H](C)N)C)F |r|